FC(C(C(F)(F)F)(C=1C=C(N)C=CC1)C=1C=C(N)C=CC1)(F)F 3,3'-(hexafluoroisopropylidene)dianiline